CC1(CCC=2C1=NC1=C(C2NC(=O)N=[S@@](=O)(N)C2=CC=C(C=C2)CN(C)C)CCC1)C (S)-N'-((3,3-dimethyl-1,2,3,5,6,7-hexahydrodicyclopenta[b,e]pyridin-8-yl)carbamoyl)-4-((dimethylamino)methyl)benzenesulfonimidamide